1-(5-Chloro-6-(trifluoromethoxy)-1H-benzoimidazol-2-yl)-1H-pyrazole-4-carboxylic Acid ClC1=CC2=C(NC(=N2)N2N=CC(=C2)C(=O)O)C=C1OC(F)(F)F